C1[C@H]2N(CCN1C1=CC3=C(CC(O3)(C)C)C=C1NC(=O)C=1C=NN3C1N=CC=C3)CCC2 (S)-N-(6-(hexahydropyrrolo[1,2-a]pyrazin-2(1H)-yl)-2,2-dimethyl-2,3-dihydrobenzofuran-5-yl)pyrazolo[1,5-a]pyrimidine-3-carboxamide